(4aSR,8aRS)-5,5,8a-trimethyldecahydro-naphthalen-2-yl formate C(=O)OC1C[C@]2(CCCC([C@@H]2CC1)(C)C)C |r|